O[C@@]1(C2(C(=C3C(=C(C=C3C1=O)C)CSC1=NC3=NC=CN=C3C(=N1)O)C)CC2)C (R)-6'-hydroxy-3'-(((4-hydroxypteridin-2-yl)thio)methyl)-2',4',6'-trimethylspiro[cyclopropane-1,5'-inden]-7'(6'H)-one